2-chloro-N-(4-(1-methyl-4-(trifluoromethyl)-1H-imidazol-2-yl)benzyl)-6,7-dihydrothieno[3,2-d]pyrimidin-4-amine ClC=1N=C(C2=C(N1)CCS2)NCC2=CC=C(C=C2)C=2N(C=C(N2)C(F)(F)F)C